(2-(1,3-dioxolan-2-yl)ethyl)magnesium bromide O1C(OCC1)CC[Mg]Br